4-[3-(2-methylphenyl)-1,2,4-oxadiazol-5-yl]piperidine-1-carboxylic acid tert-butyl ester C(C)(C)(C)OC(=O)N1CCC(CC1)C1=NC(=NO1)C1=C(C=CC=C1)C